2,6-bis(benzyloxy)-3-(2-chloro-4-iodo-5-methoxyphenyl)pyridine C(C1=CC=CC=C1)OC1=NC(=CC=C1C1=C(C=C(C(=C1)OC)I)Cl)OCC1=CC=CC=C1